tert-butyl (S)-2-(3-(2-ethoxy-2-oxoethyl)-1,2,4-oxadiazol-5-yl)piperidine-1-carboxylate C(C)OC(CC1=NOC(=N1)[C@H]1N(CCCC1)C(=O)OC(C)(C)C)=O